CC1=CC=C2CCN(C(C2=C1)C1=CC=CC=C1)C(CCC(=O)NCCC1=CC=CC=C1)=O 4-(7-Methyl-1-phenyl-3,4-dihydro-1H-isoquinolin-2-yl)-4-oxo-N-phenethylbutyric acid amide